C(C1=CC=CC=C1)S(=O)(=O)N1C=CC2=C1N=C(N=C2NC=2N=CN(C2)C2=CC(=C(C(=C2)OC)OC)OC)N2[C@@H](CCC2)C(=O)N (S)-1-(7-toluenesulfonyl-4-((1-(3,4,5-trimethoxyphenyl)-1H-imidazol-4-yl)amino)-7H-pyrrolo[2,3-d]pyrimidin-2-yl)pyrrolidine-2-carboxamide